C(C)(C)(C)OC([C@@H](CC1=CC=C(C=C1)CC(=O)O)[C@@H]1CN(CC1)C(=O)OC(C)(C)C)=O 2-(4-((S)-3-(tert-butoxy)-2-((R)-1-(tert-butoxycarbonyl)pyrrolidin-3-yl)-3-oxopropyl)phenyl)acetic acid